ClC=1C=C(C=CC1)[C@H](CN1C[C@H](CCC1)COC1=CC=C(C=C1)S(=O)(=O)C)OC |o1:7| (S)-1-((R) or (S)-2-(3-chlorophenyl)-2-methoxyethyl)-3-((4-(methylsulfonyl)phenoxy)methyl)piperidine